ClC1=CC=C(C(=N1)C1=NN(C=C1)C)[N+](=O)[O-] 6-chloro-2-(1-methyl-1H-pyrazol-3-yl)-3-nitropyridine